zinc trifluoromethane acetate C(C)(=O)[O-].FC(F)F.[Zn+2].C(C)(=O)[O-]